3-ethyl 5-methyl 2-(acetoxymethyl)-4-(2-(2,2-difluorocyclopropyl)-3-fluorophenyl)-6-(fluoromethyl)-1,4-dihydropyridine-3,5-dicarboxylate C(C)(=O)OCC=1NC(=C(C(C1C(=O)OCC)C1=C(C(=CC=C1)F)C1C(C1)(F)F)C(=O)OC)CF